C(C)OC(=O)C=1NC2=C(C=CC(=C2C1)NC1=CC(=C(C=C1)F)Cl)C#N 4-((3-chloro-4-fluorophenyl)amino)-7-cyano-1H-indole-2-carboxylic acid ethyl ester